COC1=CC=C(C=C1)C([C@H](C)NC([C@H]([C@H](CC)C)NC(C1=NC=CC(=C1O)OC)=O)=O)C1=CC=C(C=C1)OC N-((2S,3S)-1-(((S)-1,1-bis(4-methoxyphenyl)propan-2-yl)amino)-3-methyl-1-oxopentan-2-yl)-3-hydroxy-4-methoxypicolinamide